FC1CCN(CC1)CC1=CC=C(C=C1)N1C=NC(=C1)NC=1N=CC(=NC1)C#N 5-((1-(4-((4-Fluoropiperidin-1-yl)methyl)phenyl)-1H-imidazol-4-yl)amino)pyrazine-2-carbonitrile